FC=1C(=C(C=CC1)C1=CC=C(C=C1)CCCNC=1C2=C(N=C(N1)C1=COC=C1)SC(=C2)C)OC(F)(F)F N-(3-(3-fluoro-(trifluoromethoxy)-[1,1'-biphenyl]-4'-yl)propyl)-2-(furan-3-yl)-6-methylthieno[2,3-d]pyrimidin-4-amine